C[S+](C1=C(C=CC=C1)F)C dimethyl-(o-fluorophenyl)sulfonium